OC=1C=CC=C(C1)N1CNC(=C1C1=CC=C(C=C1)OC)C1=CC=C(C=C1)OC 3-(5-hydroxyphenyl)-4,5-di(4-methoxyphenyl)-1,3-dihydro-2H-imidazole